N-(3-bromo-4-fluorophenyl)-4-(((1,1-dihydroxy-1,2-thiazepin-6-yl)methyl)amino)-N'-hydroxy-1,2,5-oxadiazole BrC=1C=C(C=CC1F)N1ON(C(=C1)NCC=1C=CC=NS(C1)(O)O)O